C(C1=CC=CC=C1)N1C([C@](C2=CC=CC=C12)(CC1=CC(=CC=C1)F)CC(=O)O)=O (R)-2-(1-benzyl-3-(3-fluorobenzyl)-2-oxoindol-3-yl)acetic acid